N-(3-methyl-[1,2,3]triazolo[1,5-a]pyridin-5-yl)-1,1-diphenylmethanimine CC=1N=NN2C1C=C(C=C2)N=C(C2=CC=CC=C2)C2=CC=CC=C2